C(=O)C=1C=C2C(=C(C(NC2=CC1)=O)C#N)N1CCC2(CC2)CC1 6-formyl-2-oxo-4-(6-azaspiro[2.5]oct-6-yl)-1,2-dihydroquinoline-3-carbonitrile